tert-butyl (S)-5-methoxy-7-methyl-4-((2-(4-(5-oxo-4,5-dihydro-1,2,4-oxadiazol-3-yl) phenyl)-4-(pyrazin-2-yl) piperidin-1-yl) methyl)-1H-indole-1-carboxylate COC=1C(=C2C=CN(C2=C(C1)C)C(=O)OC(C)(C)C)CN1[C@@H](CC(CC1)C1=NC=CN=C1)C1=CC=C(C=C1)C1=NOC(N1)=O